ClC1=CC=C(C=C1)C=1CC(=NC2=C(N1)C=CC=C2)C2=CC=CC=C2 2-(4-chlorophenyl)-4-phenyl-3H-1,5-benzodiazepine